O1C(COC2=NC=CC=C21)COC2=NC(N1C(C3=CC=C(C=C3CC1)OCCC1N(CCC1)C)=C2)=O 2-(2,3-Dihydro-[1,4]dioxino[2,3-b]pyridin-2-ylmethoxy)-9-[2-(1-methyl-pyrrolidin-2-yl)-ethoxy]-6,7-dihydro-pyrimido[6,1-a]isoquinolin-4-one